ClC=1C=C(C=C(C1OC1=NC=NC(=C1)NC(C)C)Cl)NCCC(=O)O 3-((3,5-Dichloro-4-((6-isopropylaminopyrimidin-4-yl)oxy)-phenyl)-amino)propionic acid